NC1=C(C=C(C=N1)C1=NC(=NC(=N1)N1CCOCC1)N1CCN(CC1)C(CCCC(=O)NO)=O)C(F)(F)F 5-(4-(4-(6-amino-5-(trifluoromethyl)pyridine-3-yl)-6-morpholinyl-1,3,5-triazin-2-yl)piperazine-1-yl)-N-hydroxy-5-oxo-valeramide